COC1=CC=C(CN2C(C(C(=C2C2=CC=C(C=C2)C)C)(C[Se]CC2=CC=CC=C2)C)=O)C=C1 1-(4-Methoxybenzyl)-3,4-dimethyl-3-((benzylseleno)methyl)-5-(p-tolyl)-1H-pyrrol-2(3H)-one